3-(2-(1H-pyrazol-5-yl)-5-(2,4,4-trimethylpent-2-ylamino)thieno[3,2-b]pyridin-7-ylamino)-2,2-dimethyl-1-propanol N1N=CC=C1C1=CC2=NC(=CC(=C2S1)NCC(CO)(C)C)NC(C)(CC(C)(C)C)C